2-(7-((2S,5R)-2,5-diethyl-4-(1-(3-methylimidazo[1,2-a]pyridin-7-yl)ethyl)piperazin-1-yl)-4-methyl-5-oxo-4,5-dihydro-2H-pyrazolo[4,3-b]pyridin-2-yl)acetonitrile C(C)[C@@H]1N(C[C@H](N(C1)C(C)C1=CC=2N(C=C1)C(=CN2)C)CC)C=2C=1C(N(C(C2)=O)C)=CN(N1)CC#N